2-amino-N-(trans-4-hydroxycyclohexyl)-5-(1'-(tetrahydro-2H-pyran-4-yl)-2,3-dihydrospiro[indene-1,3'-pyrrolidin]-5-yl)nicotinamide NC1=C(C(=O)N[C@@H]2CC[C@H](CC2)O)C=C(C=N1)C=1C=C2CCC3(CN(CC3)C3CCOCC3)C2=CC1